C1=C(C=CC2=CC3=CC4=CC=CC=C4C=C3C=C12)C#N 2-naphthacenenitrile